O=C(C(=O)OC(C#CC(=O)O)[2H])C 4-((2-oxopropionyl)oxy)but-2-ynoic acid-4-d